(5S,7R)-5,7-dimethyl-N-(4-methyl-3-(7-(methylamino)-1,6-naphthyridin-3-yl)phenyl)-1,4,5,7-tetrahydropyrano[3,4-c]pyrazole-3-carboxamide C[C@H]1CC2=C(NN=C2C(=O)NC2=CC(=C(C=C2)C)C=2C=NC3=CC(=NC=C3C2)NC)[C@H](O1)C